ClC=1C(=CC2=C(N(N=N2)C)C1)NC1=NC=C(C(=N1)Cl)C(F)(F)F 6-chloro-N-(4-chloro-5-(trifluoromethyl)pyrimidin-2-yl)-1-methyl-1H-benzo[d][1,2,3]triazol-5-amine